ClCC(=O)N1C2=C(OC(C1)C(=O)N)C=CC=C2C 4-(2-chloroacetyl)-5-methyl-3,4-dihydro-2H-benzo[b][1,4]oxazine-2-carboxamide